FC1(C(C=2C(=CN(C2CC1)C1=CC(=C(C=C1)F)OC)C(F)(F)F)O)F 5,5-difluoro-1-(4-fluoro-3-methoxyphenyl)-3-(trifluoromethyl)-4,5,6,7-tetrahydro-1H-indol-4-ol